N-(2,3-dihydroxypropyl)pyridineamide ethyl-(7E)-7-{[(R)-2-methylpropane-2-sulfinyl]imino}-4,5,6,7-tetrahydro-2H-pyrazolo[4,3-b]pyridine-3-carboxylate C(C)OC(=O)C=1NN=C/2C1NCC\C2=N/[S@](=O)C(C)(C)C.OC(CNC(=O)C2=NC=CC=C2)CO